N'-(4-bromophenyl)-2-(1,4-dioxan-2-yl)acetohydrazide BrC1=CC=C(C=C1)NNC(CC1OCCOC1)=O